Bis(2,6-dichlorobenzoyl)-4-propylphenylphosphin oxid ClC1=C(C(=O)P(C2=CC=C(C=C2)CCC)(C(C2=C(C=CC=C2Cl)Cl)=O)=O)C(=CC=C1)Cl